2-(2-Phenylethyl)propanedioic Acid C1(=CC=CC=C1)CCC(C(=O)O)C(=O)O